CC(C)C1=C(C=CC=C1)NC(=NC1=C(C=CC=C1)C(C)C)N 1,2-bis[2-(1-methylethyl)phenyl]guanidine